8-(3-(tert-Butoxycarbonyl)-4-chloro-1H-pyrazole-1-carbonyl)-2,8-diazaspiro[4.5]decane-2-carboxylic acid tert-butyl ester C(C)(C)(C)OC(=O)N1CC2(CC1)CCN(CC2)C(=O)N2N=C(C(=C2)Cl)C(=O)OC(C)(C)C